methyl (R)-3-(4-((S)-2-amino-2-(4,4-difluorocyclohexyl) acetamido)phenyl)-2-((tert-butoxycarbonyl)amino)propanoate N[C@H](C(=O)NC1=CC=C(C=C1)C[C@H](C(=O)OC)NC(=O)OC(C)(C)C)C1CCC(CC1)(F)F